diammonium adipate salt C(CCCCC(=O)[O-])(=O)[O-].[NH4+].[NH4+]